C(C1=CC=CC=C1)N1[C@@H]([C@@]2(CC[C@](C1)(N2C(=O)OC(C)(C)C)F)F)CO[Si](C)(C)C(C)(C)C tert-butyl (1R,2R,5S)-3-benzyl-2-(((tert-butyldimethylsilyl)oxy)methyl)-1,5-difluoro-3,8-diazabicyclo[3.2.1]octane-8-carboxylate